3-(2,3-dihydro-1,4-benzodioxin-6-ylsulfanyl)-5,6-dimethylpyridazine-4-carbonitrile O1CCOC2=C1C=CC(=C2)SC=2N=NC(=C(C2C#N)C)C